F[C@@H]1C[C@H](CNC1)N1CCC2=C1N=NC(=C2)C2=C(C=C(C=C2C)C(F)(F)F)O 2-{7-[(3R,5R)-5-fluoropiperidin-3-yl]-6,7-dihydro-5H-pyrrolo[2,3-c]pyridazin-3-yl}-3-methyl-5-(trifluoromethyl)phenol